(3-(dimethylamino)cyclobutyl)(7-(3-fluoro-4-(trifluoromethyl)phenoxy)-3,4-dihydroisoquinolin-2(1H)-yl)methanone CN(C1CC(C1)C(=O)N1CC2=CC(=CC=C2CC1)OC1=CC(=C(C=C1)C(F)(F)F)F)C